C(C)(C)(C)C1=CC(=NC=N1)C=1N(C2=CC=C(C=C2C1)SC1(CC1)C(=O)OCC)C(=O)OC(C)(C)C tert-Butyl 2-(6-(tert-butyl)pyrimidin-4-yl)-5-((1-(ethoxycarbonyl)cyclopropyl)thio)-1H-indole-1-carboxylate